3-[(2-cyanocyclopropanecarbonyl)amino]-1-[4-(cyanomethyl)-1-[[4-(4-ethylphenyl)-3-hydroxy-phenyl]methyl]-3-fluoro-4-piperidyl]pyrazole-4-carboxamide C(#N)C1C(C1)C(=O)NC1=NN(C=C1C(=O)N)C1(C(CN(CC1)CC1=CC(=C(C=C1)C1=CC=C(C=C1)CC)O)F)CC#N